NCC1CCC(CC1)[N+]1=NOC(=C1)[N-]C(NC1=CC(=CC(=C1)C(F)(F)F)N1C(C(CC1)C1=CC=CC=C1)=O)=O (3-((1S,4S)-4-(Aminomethyl)cyclohexyl)-1,2,3-oxadiazol-3-ium-5-yl)((3-(2-oxo-3-phenyl-pyrrolidin-1-yl)-5-(trifluoromethyl)phenyl)-carbamoyl)amide